FC(C=1C=CC(=NC1)C=1C(=NC=CN1)[C@@H](C)N1CC2=CC=CC=C2C1)(F)F |r| (rac)-2-[1-{3-[5-(trifluoromethyl)pyridin-2-yl]Pyrazin-2-yl}ethyl]-1H-isoindole